[Br-].N1CCOCC1.N1CCOCC1 dimorpholine bromide